dimethoxy-2,4,6-triisopropyl-1,1-biphenyl COC=1C(=C(C(=C(C1C(C)C)C1=CC=CC=C1)C(C)C)OC)C(C)C